5-(3-(6-formyl-3,4-dihydroquinolin-1(2H)-yl)-1,2,4-oxadiazol-5-yl)-2-isopropoxy-benzonitrile C(=O)C=1C=C2CCCN(C2=CC1)C1=NOC(=N1)C=1C=CC(=C(C#N)C1)OC(C)C